[C@@H]1([C@H](O)[C@H](O)[C@@H](O)[C@@H](O1)C)O[C@H]1[C@@H](OC[C@H]([C@@H]1O)O)OC1CC(CC2CC[C@H]3[C@@H]4C[C@H]5[C@H]([C@H](C)[C@]6(O5)CCC(C)CO6)[C@]4(CC[C@@H]3[C@@]12C)C)O spirostane-1,3-diol 1-[alpha-L-rhamnosyl-(1→2) beta-D-xylopyranoside]